FC=1C=2N(C=C(C1)C1=CNC=3N=C(N=CC31)NCC3(CC3)C(F)(F)F)C(=CN2)C 5-(8-fluoro-3-methylimidazo[1,2-a]pyridin-6-yl)-N-((1-(trifluoromethyl)cyclopropyl)methyl)-7H-pyrrolo[2,3-d]pyrimidin-2-amine